2-[2-(1H-indol-2-ylmethylcarbamoyl)indan-2-yl]acetic acid N1C(=CC2=CC=CC=C12)CNC(=O)C1(CC2=CC=CC=C2C1)CC(=O)O